C=1C2=C(OCC1)C=1C=CC=CC1C1=C2CC2=CC=CC=C21 3,13-dihydro-indeno[2',3':3,4]naphtho[1,2-b]pyran